C1NCC12CC(C2)CC2=C(C=CC=C2F)O 2-((2-Azaspiro[3.3]heptan-6-yl)methyl)-3-fluorophenol